ClC=1C(=C(C=CC1)NC1=C(NC2=C1C(NCC2)=O)C2=C(C=NC=C2)OC[C@H]2N(CCC2)S(=O)(=O)C)OC (S)-3-((3-chloro-2-methoxyphenyl)amino)-2-(3-((1-(methylsulfonyl)pyrrolidin-2-yl)methoxy)pyridin-4-yl)-1,5,6,7-tetrahydro-4H-pyrrolo[3,2-c]pyridin-4-one